BrC=1C(=C(C=C(C1F)Cl)C(C(=O)NC(C)C1=NC=CN=C1Cl)C)OC(C)C 2-(3-bromo-5-chloro-4-fluoro-2-isopropoxyphenyl)-N-(1-(3-chloropyrazin-2-yl)ethyl)propionamide